tert-butyl (13,16-dImethyl-12,17-dioxo-3,6,9-trioxa-13,16-diazadotriacontyl)carbamate CN(C(CCOCCOCCOCCNC(OC(C)(C)C)=O)=O)CCN(C(CCCCCCCCCCCCCCC)=O)C